[Al].OCCOC(=O)C=1C=C(C=C(C1)C(=O)OCCO)S(=O)(=O)[O-].C(CCC)[P+](CCCC)(CCCC)CCCC tetrabutylphosphonium 3,5-di-(β-hydroxyethoxycarbonyl)benzenesulfonate Aluminium